ClC=1CN(SC1Cl)CCOCCOC 4,5-dichloro-2-(2-(2-methoxyethoxy)ethyl)isothiazol